(S)-3-((S)-sec-butyl)-4-(2-oxoindoline-6-carbonyl)-1,3,4,5-tetrahydro-2H-benzo[e][1,4]diazepin-2-one [C@H](C)(CC)[C@@H]1N(CC2=C(NC1=O)C=CC=C2)C(=O)C2=CC=C1CC(NC1=C2)=O